FC(C1=CC=C(C=C1)C=1N=C(C2=C(N1)C=NC=C2)N2CC(CC2)NC(C=C)=O)(F)F N-(1-(2-(4-(trifluoromethyl)phenyl)pyrido[3,4-d]pyrimidin-4-yl)pyrrolidin-3-yl)acrylamide